tert-butyl 3-((methoxycarbonyl)amino)-3-(2-methoxypyridin-3-yl)piperidine-1-carboxylate COC(=O)NC1(CN(CCC1)C(=O)OC(C)(C)C)C=1C(=NC=CC1)OC